C1(=CC=C(C=C1)OCCCC(=O)NCC(=O)N1CC2(OCCO2)CC1C(=O)N)C 7-((4-(p-tolyloxy)-butyryl)-glycyl)-1,4-dioxa-7-azaspiro[4.4]nonane-8-carboxamide